ClC1=C(C=C(C=C1)C1=NNC(=N1)CC(=O)NCC1=CC(=CC(=C1)Cl)Cl)F 2-[3-(4-Chloro-3-fluorophenyl)-1H-1,2,4-triazol-5-yl]-N-[(3,5-dichlorophenyl)methyl]acetamide